C(CCCCCCCCCC)NCCCCCN N-undecylpentane-1,5-diamine